CC=1C=CC=C2C(=CN=NC12)NC1=CC(=NC=C1)NC1=CC=C(C=C1)N1CCOCC1 N4-(8-methylcinnolin-4-yl)-N2-(4-morpholinophenyl)pyridine-2,4-diamine